2-(3-(2-cyano-2-(6-methoxy-1H-benzo[d]imidazol-2-yl)vinyl)-2,5-dimethyl-1H-pyrrol-1-yl)-5-methylthiophene-3-carbonitrile C(#N)C(=CC1=C(N(C(=C1)C)C=1SC(=CC1C#N)C)C)C1=NC2=C(N1)C=C(C=C2)OC